ClC1=C(C=C(C(=C1)F)N1C(N(C(=C(C1=O)CC)C(F)(F)F)C)=O)SC(C(=O)O)C 2-({2-Chloro-5-[5-ethyl-3-methyl-2,6-dioxo-4-(trifluoromethyl)-3,6-dihydropyrimidin-1(2H)-yl]-4-fluorophenyl}sulfanyl)propanoic acid